C(C(=C)C)(=O)OC1=CC=C(C=C1)[S+](C1=CC=CC=C1)C1=CC=CC=C1 4-(methacryloyloxy)phenyldiphenylsulfonium